2-(3-chlorophenyl)-1-(3-fluorophenyl)-2-methylpropyl ((2S)-3-cyclohexyl-1-((1-(5,5-dimethyl-2-oxopyrrolidin-3-yl)-3-hydroxypropan-2-yl)amino)-1-oxopropan-2-yl)carbamate C1(CCCCC1)C[C@@H](C(=O)NC(CC1C(NC(C1)(C)C)=O)CO)NC(OC(C(C)(C)C1=CC(=CC=C1)Cl)C1=CC(=CC=C1)F)=O